ClC1=CC=C(C=C1)N1C(C(C[C@@H]1C)C(C(=O)OCC)=O)=O ethyl 2-[(5S)-1-(4-chlorophenyl)-5-methyl-2-oxopyrrolidin-3-yl]-2-oxoacetate